O=C1NCCN1 oxoimidazolidin